5-((6-((6-(cyanomethyl)pyridin-3-yl)amino)-1-methyl-1H-pyrazolo[3,4-d]pyrimidin-3-yl)amino)-N-(2-cyclohexylethyl)-6-methylnicotinamide C(#N)CC1=CC=C(C=N1)NC1=NC=C2C(=N1)N(N=C2NC=2C(=NC=C(C(=O)NCCC1CCCCC1)C2)C)C